FC1=NC=CC=C1C=1N(C2=CC=CC(=C2C1)NC1CCS(CC1)(=O)=O)CC(F)(F)F 4-((2-(2-fluoropyridin-3-yl)-1-(2,2,2-trifluoroethyl)-1H-indol-4-yl)amino)tetrahydro-2H-thiopyran 1,1-dioxide